Cl.NC/C(/CN1N=CN(C1=O)CC=1SC(=CC1)C#CC=1C=NC(=CC1)N1CCOCC1)=C\F 2-[(E)-2-(aminomethyl)-3-fluoro-allyl]-4-[[5-[2-(6-morpholino-3-pyridyl)ethynyl]-2-thienyl]methyl]-1,2,4-triazol-3-one hydrochloride